6-(1,3-benzothiazol-6-yl)-2-methyl-N-[(1S)-1-[3-(1-methyl-1H-pyrrol-2-yl)phenyl]ethyl]pyrimidin S1C=NC2=C1C=C(C=C2)C2=CC=NC(N2[C@@H](C)C2=CC(=CC=C2)C=2N(C=CC2)C)C